N-toluamide CC1=CC=C(C=C1)C(=O)N